ClC1=CC=C(N=N1)N([C@H]1[C@H]([C@@H]2COC[C@H](C1)N2C(=O)OC(C)(C)C)F)C tert-butyl (1S,5S,6R,7R)-7-((6-chloropyridazin-3-yl)(methyl)amino)-6-fluoro-3-oxa-9-azabicyclo[3.3.1]nonane-9-carboxylate